IC1=NN(C=C1C(=O)OCC)COCC[Si](C)(C)C ethyl 3-iodo-1-((2-(trimethylsilyl) ethoxy) methyl)-1H-pyrazole-4-carboxylate